7-((4-(2-(cyclopropanecarboxamido)pyrazolo[1,5-a]pyridin-5-yl)-6-methylpyridin-3-yl)oxy)-2-oxa-5-azabicyclo[2.2.1]heptane-5-carboxylate C1(CC1)C(=O)NC1=NN2C(C=C(C=C2)C2=C(C=NC(=C2)C)OC2C3OCC2N(C3)C(=O)[O-])=C1